BrC1=CC=CC=2N(N=NC21)[C@@H]2C[C@@H](CCC2)NC(OC(C)(C)C)=O tert-Butyl ((1R,3S)-3-(4-bromo-1H-benzo[d][1,2,3]triazol-1-yl)cyclohexyl)carbamate